1-[3-(2-chloro-6-methyl-4-pyridyl)-2-(3-cyanophenyl)pyrazolo[1,5-a]pyrimidin-5-yl]-2-cyano-3-isopropyl-guanidine ClC1=NC(=CC(=C1)C=1C(=NN2C1N=C(C=C2)NC(=NC#N)NC(C)C)C2=CC(=CC=C2)C#N)C